desaminotyrosyl-tyrosine ethyl ester C(C)OC([C@@H](NC(CCC1=CC=C(C=C1)O)=O)CC1=CC=C(C=C1)O)=O